CCCCCCCCCCCCCCCCC(=O)O[C@H](COC(=O)CCCCCCCCCCCC)COP(=O)(O)OC[C@H](CO)O 1-tridecanoyl-2-heptadecanoyl-glycero-3-phospho-(1'-sn-glycerol)